methyl (S)-2-bromo-5-iodo-4-((1-(thiophen-3-yl)propan-2-yl)oxy)benzoate BrC1=C(C(=O)OC)C=C(C(=C1)O[C@H](CC1=CSC=C1)C)I